NC1=C(C=C(C=C1)Br)C1=C(C(NN1)=O)C1CCOCC1 5-(2-amino-5-bromophenyl)-4-(tetrahydro-2H-pyran-4-yl)-1,2-dihydro-3H-pyrazol-3-one